N-methyl-2-[2-methyl-4-[1-tetrahydropyran-2-yl-3-(2-triisopropylsilylethynyl)indazol-5-yl]pyrazol-3-yl]oxy-propan-1-amine CNCC(C)OC=1N(N=CC1C=1C=C2C(=NN(C2=CC1)C1OCCCC1)C#C[Si](C(C)C)(C(C)C)C(C)C)C